FC1=C(CNC=2C(=CC(=C(C2)N2C(NC=3C(C2=O)=C(SC3)C(=O)O)=O)F)OC)C(=CC=C1F)OC(C)C 3-(5-((2,3-difluoro-6-isopropoxybenzyl)amino)-2-fluoro-4-methoxyphenyl)-2,4-dioxo-1,2,3,4-tetrahydrothieno[3,4-d]pyrimidine-5-carboxylic acid